(2-(4-Cyanothiazolidin-3-yl)-2-oxoethyl)-6-(cyclopropyl-methoxy)quinoline-4-carboxamide C(#N)C1N(CSC1)C(CC1=NC2=CC=C(C=C2C(=C1)C(=O)N)OCC1CC1)=O